3-(((1-ethyl-1H-imidazol-5-yl) methyl) amino)-5-methoxybenzoate C(C)N1C=NC=C1CNC=1C=C(C(=O)[O-])C=C(C1)OC